3-[4-[7-[[4-[(3R,5R)-5-[(5-bromo-1-methyl-6-oxo-pyridazin-4-yl)amino]-1-methyl-3-piperidyl]phenyl]methyl]-2,7-diazaspiro[3.5]nonan-2-yl]phenyl]piperidine-2,6-dione BrC1=C(C=NN(C1=O)C)N[C@@H]1C[C@@H](CN(C1)C)C1=CC=C(C=C1)CN1CCC2(CN(C2)C2=CC=C(C=C2)C2C(NC(CC2)=O)=O)CC1